NC1=C(C2=C(C(N1C1=C(C(=CC=C1C)O)C)=O)SC(=N2)SC)C(=O)N (S)-6-amino-5-(3-hydroxy-2,6-dimethylphenyl)-2-(methylthio)-4-oxo-4,5-dihydrothiazolo[5,4-c]pyridine-7-carboxamide